NCCC1=CC=C(C(=O)NCCN2CCCC2)C=C1 4-(2-aminoethyl)-N-(2-(pyrrolidin-1-yl)ethyl)benzamide